O1C=C(C2=C1C=CC=C2)C2N(CCC1=CC=CC=C21)C(=O)N (benzofuran-3-yl)-3,4-dihydroisoquinoline-2(1H)-carboxamide